(2S)-2-(4-chloro-2-fluorophenyl)-10-methyl-2,3,7,10-tetrahydro-[1,4]dioxino[2,3-h]isoquinoline ClC1=CC(=C(C=C1)[C@@H]1OC2=C(C=CC=3CC=NC(C23)C)OC1)F